4-hydroxycyclohexane-1-amide OC1CCC(CC1)C(=O)N